C(C1=CC=CC=C1)NC1CC2(CN(C2)C(=O)OC(C)(C)C)C1 tert-butyl 6-(benzylamino)-2-azaspiro[3.3]heptane-2-carboxylate